5-(2-hydroxyphenyl)-N-phenyl-thiophene-2-carboxamide OC1=C(C=CC=C1)C1=CC=C(S1)C(=O)NC1=CC=CC=C1